Cl.COC1CCC(CC1)N 4-methoxycyclohexan-1-amine hydrochloride